NC(C(=O)NCCC1=C(C=C(C(=C1)OC)Br)OC)C(C)C 2-amino-N-(4-bromo-2,5-dimethoxyphenethyl)-3-methylbutanamide